rac-(2S,5R)-1-amino-5-(2-boronoethyl)-2-hydroxycyclohexane-1-carboxylic acid hydrochloride Cl.NC1([C@H](CC[C@H](C1)CCB(O)O)O)C(=O)O |r|